6-[5-(difluoromethyl)-1,3,4-oxadiazol-2-yl]-2-[(1R*,2S*)-1-(4-fluorophenyl)-2-(6-fluoropyridin-3-yl)-2-hydroxyethyl]-2,3-dihydro-1H-isoindol-1-one FC(C1=NN=C(O1)C1=CC=C2CN(C(C2=C1)=O)[C@@H]([C@@H](O)C=1C=NC(=CC1)F)C1=CC=C(C=C1)F)F |o1:17,18|